(S)-3-bromo-4-(4-((1-(3-fluoropropyl) pyrrolidin-3-yl) oxy) phenyl)-2H-thiochromen-7-yl pivalate C(C(C)(C)C)(=O)OC1=CC=C2C(=C(CSC2=C1)Br)C1=CC=C(C=C1)O[C@@H]1CN(CC1)CCCF